5-bromo-3-(2-bromoethyl)-1H-pyrrolo[2,3-b]pyridine BrC=1C=C2C(=NC1)NC=C2CCBr